7-((4-(2-methyl-4-(trifluoromethyl)piperidin-1-yl)phenyl)amino)-2H-benzo[b][1,4]oxazin-3(4H)-one CC1N(CCC(C1)C(F)(F)F)C1=CC=C(C=C1)NC=1C=CC2=C(OCC(N2)=O)C1